1,9-bis(9-acridinyl)nonane C1=CC=CC2=NC3=CC=CC=C3C(=C12)CCCCCCCCCC=1C2=CC=CC=C2N=C2C=CC=CC12